tris(2-ethylhexyloxy)silane C(C)C(CO[SiH](OCC(CCCC)CC)OCC(CCCC)CC)CCCC